C(=O)(O)C(C)NCC=1N=NN(C1)CCCOC=1C(=C(C=CC1)C1=C(C(=CC=C1)COC1=CC(=C(CN[C@@H](C)C(=O)O)C=C1Cl)OC)C)C (4-((3'-(3-(4-(((1-carboxyethyl)amino)methyl)-1H-1,2,3-triazol-1-yl)propoxy)-2,2'-dimethyl-[1,1'-biphenyl]-3-yl)methoxy)-5-chloro-2-methoxybenzyl)alanine